ethyl 4-((3-(4-fluorophenyl)-1,2,4-oxadiazol-5-yl) methyl)-7-oxo-2-(tetrahydro-2H-pyran-4-yl)-4,7-dihydropyrazolo[1,5-a]pyrimidine-6-carboxylate FC1=CC=C(C=C1)C1=NOC(=N1)CN1C=2N(C(C(=C1)C(=O)OCC)=O)N=C(C2)C2CCOCC2